2-(3,8-diazabicyclo[3.2.1]octan-3-yl)-4-((tetrahydro-2H-pyran-4-yl)oxy)-7-(thiazol-2-yl)benzo[d]oxazole C12CN(CC(CC1)N2)C=2OC1=C(N2)C(=CC=C1C=1SC=CN1)OC1CCOCC1